(4,7-dichloro-6-(4-formylphenyl)-2H-indazol-2-yl)-2-((R)-6-fluoro-6,7-dihydro-5H-pyrrolo[1,2-c]imidazol-1-yl)-N-(thiazol-2-yl)acetamide ClC=1C2=CN(N=C2C(=C(C1)C1=CC=C(C=C1)C=O)Cl)C(C(=O)NC=1SC=CN1)C1=C2N(C=N1)C[C@@H](C2)F